C(CCC)N(C(CO)=O)CCCC N,N-dibutyl-2-hydroxyacetamide